[N+](=O)([O-])C1=C(C=CC(=C1)[N+](=O)[O-])F anti-2,4-Dinitrofluorobenzene